(S*)-1-(7-fluoro-10,11-dihydrobenzo[6,7]oxepino[3,2-b]pyridin-10-yl)-N-methylmethanamine FC1=CC2=C([C@H](CC3=NC=CC=C3O2)CNC)C=C1 |o1:5|